FC(OCC[C@H]1N(C[C@H](C1)OC1=CC=C(C=C1)C(F)(F)F)C(=O)OCC1=CC=CC=C1)(F)F benzyl (2R,4S)-2-(2-(trifluoromethoxy)ethyl)-4-(4-(trifluoromethyl) phenoxy)pyrrolidine-1-carboxylate